COC=1C=C2CCN(CC2=C(C1)OC)C(=O)OC(C)(C)C tert-butyl 6,8-dimethoxy-3,4-dihydroisoquinoline-2(1H)-carboxylate